FC(COCOCC(F)(F)F)(F)F bis(2,2,2-Trifluoroethoxy)methane